N4-(2-cyclopropylethyl)-N2-(3-(methylsulfonamido)phenyl)thiophene-2,4-dicarboxamide C1(CC1)CCNC(=O)C=1C=C(SC1)C(=O)NC1=CC(=CC=C1)NS(=O)(=O)C